C(#N)C1=CC2=C(CN(C[C@H]2C2=C(C=CC=C2)C=2C(=NN(C2)CC)C(F)(F)F)C(/C=C/C(C)N(C(OC(C)(C)C)=O)C)=O)S1 tert-butyl ((E)-5-((S)-2-cyano-4-(2-(1-ethyl-3-(trifluoromethyl)-1H-pyrazol-4-yl)phenyl)-4,7-dihydrothieno[2,3-c]pyridin-6(5H)-yl)-5-oxopent-3-en-2-yl)(methyl)carbamate